C(C)(C)N1N=NC2=C1C=CC(=C2)C(=O)NN 1-isopropyl-benzotriazole-5-carbohydrazide